C(C)(C)(C)OC([C@H](C(C)C)OC1=C(C=C(C=C1)Cl)C1=NOCC1OCC)=O tert-Butyl-(2S)-2-[4-chloro-2-(4-ethoxy-4,5-dihydroisoxazol-3-yl)phenoxy]-3-methylbutanoat